C(C)(C)(C)C=1N=C(OC1)CNC1=CC=CC=2N(C(=NC21)N)C N4-((4-(tert-butyl)oxazol-2-yl)methyl)-1-methyl-1H-benzo[d]imidazole-2,4-diamine